tert-butyl 6-(1-cyanoethylidene)-2-azaspiro[3.3]heptane-2-carboxylate C(#N)C(C)=C1CC2(CN(C2)C(=O)OC(C)(C)C)C1